C(C)OC(CCCCCCC(CC)OC(C(C)(C)C)=O)OCC 10,10-diethoxy-3-pivaloyloxydecane